[C@@H]1([C@H](O)[C@H](O)[C@@H](C[S+](CC[C@H](N)C(=O)O)C)O1)N1N=NC=2C(N)=NC=NC12 S-8-aza-adenosylmethionine